C(=O)(O)C1(CC(=CC=C1)C(=O)O)S(=O)(=O)[O-].[Na+] sodium 1,3-dicarboxybenzenesulfonate